ClC1=C2NC(C=3N(C2=C(C(=C1F)C=1C(=NC=C(C1)Cl)OC)C)C(=NN3)C)(C)C 6-Chloro-8-(5-chloro-2-methoxy-pyridin-3-yl)-7-fluoro-1,4,4,9-tetramethyl-5H-[1,2,4]triazolo[4,3-a]quinoxaline